propoxyquinoline-3-carbonitrile C(CC)OC1=NC2=CC=CC=C2C=C1C#N